O1CCN(CC1)C(=O)C1=CC2=C(N=C(N=C2N2CCOCC2)N/N=C/C=2C=C(C=CC2)C)S1 morpholino-[4-morpholino-2-[(2E)-2-(m-tolylmethylene)hydrazino]thieno[2,3-d]pyrimidin-6-yl]methanone